Cl.ClC1=C(C2=C(OC3=C2N=CN=C3NCC3=CC=C(C=C3)S(=O)(=O)C)N=C1C)C 8-chloro-7,9-dimethyl-N-[(4-methylsulfonylphenyl)methyl]pyrido[3',2':4,5]furo[3,2-d]pyrimidin-4-amine hydrochloride